N-(1-methylpyrrolidin-3-yl)-1,2,3,4-tetrahydroisoquinolin-7-amine hydrochloride Cl.CN1CC(CC1)NC1=CC=C2CCNCC2=C1